2-(6-(2-Chloro-5-fluoropyrimidin-4-yl)-8-fluoroquinolin-4-yl)propan-2-ol ClC1=NC=C(C(=N1)C=1C=C2C(=CC=NC2=C(C1)F)C(C)(C)O)F